o-methoxy p-phenylenediamine tert-butyl 3-(5-fluoropyrimidin-2-yl)-5,6-dihydro-4H-pyrrolo[1,2-b]pyrazole-2-carboxylate FC=1C=NC(=NC1)C1=C2N(N=C1C(=O)OC(C)(C)C)CCC2.COC2=C(C=CC(=C2)N)N